5-((1-(4-(6-Methyl-1,6-diazaspiro[3.4]octan-1-yl)phenyl)-1H-imidazol-4-yl)amino)pyrazine-2-carbonitrile CN1CC2(CCN2C2=CC=C(C=C2)N2C=NC(=C2)NC=2N=CC(=NC2)C#N)CC1